(1R,5S,6s)-6-((1-(1-(difluoromethyl)cyclopropyl)-5-(methoxycarbonyl)-2-oxo-1,2-dihydropyridin-4-yl)amino)-3-azabicyclo[3.1.0]hexane-3-carboxylic acid tert-butyl ester C(C)(C)(C)OC(=O)N1C[C@@H]2C([C@@H]2C1)NC1=CC(N(C=C1C(=O)OC)C1(CC1)C(F)F)=O